sodium citrate, monohydrate O.C(CC(O)(C(=O)[O-])CC(=O)[O-])(=O)[O-].[Na+].[Na+].[Na+]